FC1=C(C=CC(=C1F)C1=NOC(=N1)C(F)(F)F)CNC(CC(F)(F)F)=O N-((2,3-difluoro-4-[5-(trifluoromethyl)-1,2,4-oxadiazol-3-yl]phenyl)methyl)-3,3,3-trifluoropropanamide